N=1C=NN2C1C=C(C=C2)OC2=C(C=C(C=C2)NC2=NC=NC1=CC(=CC(=C21)O[C@]2(C(CN(CC2)C([2H])([2H])[2H])(F)F)[2H])OC)C (R)-N-(4-([1,2,4]triazolo[1,5-a]pyridin-7-yloxy)-3-methylphenyl)-5-((3,3-difluoro-1-(methyl-d3)piperidin-4-yl-4-d)oxy)-7-methoxyquinazolin-4-amine